C(CCCCC)C(CC1=CC=C(S1)C=1SC2=C(N1)C(=C1C(N=C(S1)C=1SC(=CC1)CC(CCCCCCCC)CCCCCC)=C2C=2SC(=CC2)[Sn](CCCC)(CCCC)CCCC)C=2SC(=CC2)[Sn](CCCC)(CCCC)CCCC)CCCCCCCC 2,6-bis[5-(2-hexyldecyl)thiophen-2-yl]-4,8-bis(5-tributylstannylthiophen-2-yl)-benzo[1,2-d:4,5-d']bisthiazole